N1(CCC1)C1=C(C(=O)NC)C=CC=C1 Azetidin-1-yl-N-methylbenzamide